(5-chloro-6-(5,5-dimethyl-4,5-dihydrooxazol-2-yl)pyridin-3-yl)carbamic acid tert-butyl ester C(C)(C)(C)OC(NC=1C=NC(=C(C1)Cl)C=1OC(CN1)(C)C)=O